diacetonitrile monopotassium salt [K].C(C)#N.C(C)#N